S1C(=CC=C1)C(=O)N[C@H]1[C@H](CCCC1)NC(OC(C)(C)C)=O tert-butyl {(1S,2R)-2-[(thiophenylcarbonyl)amino]cyclohexyl}carbamate